ClC=1C(=C(C(=O)N2CC3=CC=CC(=C3C2)N(C(C=C)=O)C)C(=CC1OC)O)F N-(2-(3-Chloro-2-fluoro-6-hydroxy-4-methoxybenzoyl)isoindolin-4-yl)-N-methylacrylamide